O=C1NC(CCC1C1=CC(=C(C=C1)N1CC2(C1)CCN(CC2)C(=O)OCCCC)F)=O butyl 2-(4-(2,6-dioxopiperidin-3-yl)-2-fluorophenyl)-2,7-diazaspiro[3.5]nonane-7-carboxylate